tert-butyl N-[3-methyl-5-[[2-[2-(m-tolyl)-1-piperidyl]-2-oxo-acetyl]amino]-2-pyridyl]carbamate CC=1C(=NC=C(C1)NC(C(=O)N1C(CCCC1)C=1C=C(C=CC1)C)=O)NC(OC(C)(C)C)=O